5-(7-methoxy-5-methylbenzothien-2-yl)-7-(azetidin-3-yl)-7H-pyrrolo[2,3-d]pyrimidin-4-amine hydrochloride Cl.COC1=CC(=CC=2C=C(SC21)C2=CN(C=1N=CN=C(C12)N)C1CNC1)C